L-lactic acid butyl ester C(CCC)OC([C@@H](O)C)=O